C(C1=CC=CC=C1)SC1=C(C=C(C=C1OC)S(=O)(=O)C)OC 2-(benzylsulfanyl)-5-methanesulfonyl-1,3-dimethoxybenzene